(S)-N-(2'-chloro-2-methyl-3'-(5-((((5-oxopyrrolidin-2-yl)methyl)amino)methyl)picolinamido)-[1,1'-biphenyl]-3-yl)-5-(dimethoxymethyl)picolinamide ClC1=C(C=CC=C1NC(C1=NC=C(C=C1)CNC[C@H]1NC(CC1)=O)=O)C1=C(C(=CC=C1)NC(C1=NC=C(C=C1)C(OC)OC)=O)C